ClC1=CC=C2C(=NC(N(C2=C1)C1=CC=CC=C1)=O)N1CC(CC1)OC 7-chloro-4-(3-methoxypyrrolidin-1-yl)-1-phenylquinazolin-2(1H)-one